1-(7-methoxyimidazo[1,2-a]pyridin-6-yl)ethan-1-one COC1=CC=2N(C=C1C(C)=O)C=CN2